dimethyl 6,6'-(((6-(tert-butoxycarbonyl)-3,9,12-trioxa-6-azatetradecane-1,14-diyl)bis(oxy))bis(4,1-phenylene))bis(quinoline-4-carboxylate) C(C)(C)(C)OC(=O)N(CCOCCOC1=CC=C(C=C1)C=1C=C2C(=CC=NC2=CC1)C(=O)OC)CCOCCOCCOC1=CC=C(C=C1)C=1C=C2C(=CC=NC2=CC1)C(=O)OC